C(C=C)(=O)SC1=CC=CC=2C=CSC21 S-7-benzothiophenyl thioacrylate